4-((piperidin-4-ylmethyl)thio)-7-(trifluoromethyl)quinoline N1CCC(CC1)CSC1=CC=NC2=CC(=CC=C12)C(F)(F)F